ClC=1C=C(C=CC1)CCN1CC(C(C1)C)COC1=CC=C(C=C1)S(=O)(=O)CCCS(=O)(=O)C 1-[2-(3-chlorophenyl)ethyl]-3-{[4-(3-methanesulfonylpropanesulfonyl)phenoxy]methyl}-4-methylpyrrolidine